COCC(=O)N([C@@H](C)C(=O)[O-])C1=C(C=CC=C1C)C |r| N-(methoxyacetyl)-N-(2,6-xylyl)-DL-alaninate